6-[(2S)-1-methoxypropan-2-yl]-2-(tetrahydro-2H-pyran-4-yl)-6,7-dihydro-4H-pyrazolo[1,5-a]pyrrolo[3,4-d]pyrimidine-5,8-dione COC[C@H](C)N1C(C=2NC=3N(C(C2C1)=O)N=C(C3)C3CCOCC3)=O